(3-([1,1'-biphenyl]-2-ylethynyl)-1H-indazol-5-yl)(2-phenylpiperazin-1-yl)methanone C1(=C(C=CC=C1)C#CC1=NNC2=CC=C(C=C12)C(=O)N1C(CNCC1)C1=CC=CC=C1)C1=CC=CC=C1